FC(C)F di-fluoroethane